Diethyl 5-amino-3-methyl-2,4-thiophenedicarboxylate NC1=C(C(=C(S1)C(=O)OCC)C)C(=O)OCC